1-(4-fluorophenyl)-1,4-diazacycloheptane FC1=CC=C(C=C1)N1CCNCCC1